(1s,3r)-3-(tert-butoxycarbonylamino)cyclohexanecarboxylic acid C(C)(C)(C)OC(=O)N[C@H]1C[C@H](CCC1)C(=O)O